5-((tert-butylsulfinyl)imino)-3-chloro-5,7-dihydrospiro[cyclopenta[b]pyridine-6,4'-piperidine]-1'-carboxylic acid tert-butyl ester C(C)(C)(C)OC(=O)N1CCC2(CC1)C(C=1C(=NC=C(C1)Cl)C2)=NS(=O)C(C)(C)C